ClC=1C=C(CNC2=CC=C(C=C2)C=2N=CN(C2)C(C2=CC=CC=C2)(C2=CC=CC=C2)C2=CC=CC=C2)C=C(C1)F N-(3-chloro-5-fluorobenzyl)-4-(1-trityl-1H-imidazol-4-yl)aniline